(7R,8R)- or (7S,8S)-2-Amino-7,8-dimethyl-7,8-dihydro-5H-pyrano[4,3-b]pyridin-5-one NC1=CC=C2C(=N1)[C@H]([C@H](OC2=O)C)C |o1:7,8|